(3-(1-amino-1,3-dihydrospiro[inden-2,4'-piperidin]-1'-yl)-6-(2-(2-amino-3-chloropyridin-4-yl)-1-fluorovinyl)pyrazin-2-yl)methanol NC1C2=CC=CC=C2CC12CCN(CC2)C=2C(=NC(=CN2)C(=CC2=C(C(=NC=C2)N)Cl)F)CO